2,2',2'',2'''-(1,10-dioxa-4,7,13,16-tetraazacyclooctadecane-4,7,13,16-tetrayl)-tetraacetic acid O1CCN(CCN(CCOCCN(CCN(CC1)CC(=O)O)CC(=O)O)CC(=O)O)CC(=O)O